tert-butyl 8-methoxy-6-methyl-2,3,4,5-tetrahydro-1H-pyrido[3,2-b]indole-1-carboxylate COC1=CC=2C3=C(NC2C(=C1)C)CCCN3C(=O)OC(C)(C)C